5-hydroxy-6-(2-(5-((4-(((5-(trifluoromethyl)-1,3,4-oxadiazol-2-yl)amino)methyl)phenyl)ethynyl)pyridin-2-yl)ethyl)pyrimidin-4(3H)-one OC=1C(NC=NC1CCC1=NC=C(C=C1)C#CC1=CC=C(C=C1)CNC=1OC(=NN1)C(F)(F)F)=O